(R)-2,5-dichloro-4-(3-phenylpiperidin-1-yl)pyrimidine ClC1=NC=C(C(=N1)N1C[C@H](CCC1)C1=CC=CC=C1)Cl